Cl.C1(=CC(=CC(=C1)CNCCCNCCCNCCCCCCCC)CNCCCNCCCNCCCCCCCC)C1=CC=CC=C1 N1,N1'-([1,1'-biphenyl]-3,5-diylbis(methylene))bis(N3-(3-(octylamino)propyl)-propane-1,3-diamine), hydrochloride salt